CN1C(CN(CC1)CC1=C(C=C(C=C1)NC(C1=CC=CC=C1)=O)C(F)(F)F)=O N-(4-((4-methyl-3-oxopiperazin-1-yl)methyl)-3-(trifluoromethyl)phenyl)benzamide